3'-bromo-3,5-dimethyl-[1,1'-biphenyl] BrC=1C=C(C=CC1)C1=CC(=CC(=C1)C)C